BrC=1C=C2C(=CN(C2=CC1)C(=O)OC(C)(C)C)C([C@@H](N(C)C(=O)OC(C)(C)C)C)=O tert-butyl 5-bromo-3-(N-(tert-butoxycarbonyl)-N-methylalanyl)-1H-indole-1-carboxylate